4-isopropyl-N-(1-isopropylpiperidin-4-yl)-5-(1-methyl-1H-pyrrolo[2,3-b]pyridin-3-yl)-1H-pyrazole-3-carboxamide C(C)(C)C=1C(=NNC1C1=CN(C2=NC=CC=C21)C)C(=O)NC2CCN(CC2)C(C)C